[125I]C1(C(=O)N(C(C1)=O)O)C1=CC=CC=C1 [125I]iodophenyl-N-hydroxysuccinimide